C(C)(C)(C)OC(=O)N1N=C(C=2C1=CN=C(C2)C2=C(C=CC=C2OC)F)NC(C2=CC(=CC=C2)Br)=O (3-Bromobenzoylamino)-5-(2-fluoro-6-methoxyphenyl)-1H-pyrazolo[3,4-c]pyridine-1-carboxylic acid tert-butyl ester